1-(4-(5-((1,3-dioxoisoindolin-2-yl)methyl)pyrimidin-2-yl)piperazin-1-yl)-3,6,9,12-tetraoxapentadecan O=C1N(C(C2=CC=CC=C12)=O)CC=1C=NC(=NC1)N1CCN(CC1)CCOCCOCCOCCOCCC